NC=1C=C(C(=C(C1)C(C)NC1=NC(=NC2=CC=CC=C12)C)F)C 4-((1-(5-amino-2-fluoro-3-methylphenyl)ethyl)amino)-2-methylquinazoline